BrC1=CC=C(C=C1)C1=CC=C(C=N1)C(=O)NCC=1C=NC=CC1 6-(4-Bromophenyl)-N-(3-pyridylmethyl)pyridine-3-carboxamide